1-(3-cyclopropylmethoxy-4-difluoromethoxyphenyl)but-2-yn-1-one C1(CC1)COC=1C=C(C=CC1OC(F)F)C(C#CC)=O